4-(3-fluorophenyl)-1-(5-(hydroxymethyl)-4-(4-(trifluoromethyl)phenyl)thiazol-2-yl)-3-methyl-1H-pyrazole-5-carboxylic acid FC=1C=C(C=CC1)C=1C(=NN(C1C(=O)O)C=1SC(=C(N1)C1=CC=C(C=C1)C(F)(F)F)CO)C